BrC=1C=CC(=C(C1)C(=O)C1=CC=C(C=C1)F)Cl (5-bromo-2-chlorophenyl)(4-fluorophenyl)methanone